BrCCCCCOCC#C 1-bromo-5-(prop-2-yn-1-yloxy)pentane